pyrazolyl-(pyrazole) N1N=C(C=C1)C1=NNC=C1